ClC1=C(CN2C(C3=NC=CC=C3C2=O)([2H])[2H])C(=CC(=C1)C=1C2=CN(N=C2C(=CC1)C)C)F 6-(2-chloro-4-(2,7-dimethyl-2H-indazol-4-yl)-6-fluorobenzyl)-6,7-dihydro-5H-pyrrolo[3,4-b]pyridin-5-one-7,7-d2